ClCC1(CC1)CCl 1,1-dichloromethyl-cyclopropane